BrC=1C=C(C=CC1)NC(=S)NC1=C(C=C(C(=C1)OC)Cl)Cl 1-(3-bromophenyl)-3-(2,4-dichloro-5-methoxyphenyl)thiourea